NC1C(CCC1)NCCO N-(2-aminocyclopentyl)-2-aminoethanol